OC1(CC(C1)C(=O)N1CC2(C1)CC(C2)CC2=CC=C1C=NN(C1=C2)CC(F)(F)F)C ((1s,3s)-3-Hydroxy-3-methylcyclobutyl)(6-((1-(2,2,2-trifluoroethyl)-1H-indazol-6-yl)methyl)-2-azaspiro[3.3]heptan-2-yl)methanone